Feruloyl-6-hydroxy-sphingosine C(\C=C\C1=CC(OC)=C(O)C=C1)(=O)C(O)[C@H](N)[C@H](O)\C=C\C(CCCCCCCCCCCC)O